5-bromo-N-ethyl-N-(1-ethyl-1H-1,2,4-triazol-3-yl)pyridin-2-amine BrC=1C=CC(=NC1)N(C1=NN(C=N1)CC)CC